CC1=CC=C(C=C1)S(=O)(=O)O.NCC(=O)N1[C@@H](CCC1)C(=O)NC1=CC=C(C=C1)[N+](=O)[O-] glycyl-prolyl-para-nitroaniline p-toluenesulfonate